FC(C=1C(=C2C(=CN=CC2=C(C1)CCC1=C[C@H]([C@H]2[C@@H]1OC(O2)(C)C)N2C=CC1=C2N=CN=C1N)C)F)F 7-((3aS,4R,6aR)-6-(2-(6-(difluoromethyl)-5-fluoro-4-methylisoquinolin-8-yl)ethyl)-2,2-dimethyl-3a,6a-dihydro-4H-cyclopenta[d][1,3]dioxol-4-yl)-7H-pyrrolo[2,3-d]pyrimidin-4-amine